pinyl benzoate C(C1=CC=CC=C1)(=O)OC12C(CCC(C1(C)C)C2)C